ClC1(N=CN(C(C1C(=O)NC1=CC(=C(C=C1)OC1=CC=NC2=CC(=C(N=C12)OC)OC)F)=O)C1=CC=C(C=C1)F)C 4-chloro-N-[4-[(6,7-dimethoxy-1,5-naphthyridin-4-yl)oxy]-3-fluorophenyl]-1-(4-fluorophenyl)-4-methyl-6-oxopyrimidine-5-carboxamide